P(=O)(OOCCCCCCCC)(OOCCCCCCCC)[O-] di-n-octyloxy phosphate